NC1=NC=2C=CC(=CC2C2=C1C=NN2C)C(=O)N(C)[C@H]2COCC1=C2C=CC(=C1F)C(F)(F)F 4-amino-N-((4R)-8-fluoro-7-(trifluoromethyl)-3,4-dihydro-1H-2-benzopyran-4-yl)-N,1-dimethyl-1H-pyrazolo[4,3-c]quinoline-8-carboxamide